COCC=1C=C(C=O)C=CC1 3-(methoxymethyl)benzaldehyde